(R)-N-((1S,4S)-4-(5-((cyclopropylmethyl)thio)pyrazin-2-yl)-1',3'-dihydrospiro[cyclohexane-1,2'-inden]-1'-yl)-2-methylpropane-2-sulfinamide C1(CC1)CSC=1N=CC(=NC1)C1CCC2(C(C3=CC=CC=C3C2)N[S@](=O)C(C)(C)C)CC1